(S)-3-amino-7-bromo-5-methyl-2,3-dihydrobenzo[b][1,4]oxazepin N[C@H]1CN(C2=C(OC1)C=CC(=C2)Br)C